lithium oxide titanium phosphate P(=O)([O-])([O-])[O-].[Ti+4].[O-2].[Li+]